C1=CC=CC=2C3=CC=CC=C3C(C12)COC(=O)N[C@@H](COCC)C(=O)O N-(((9H-fluoren-9-yl)methoxy)carbonyl)-O-ethyl-L-serine